2,2'-[(4-hydroxyphenyl)methylene]bis[3,5-dimethylphenol] OC1=CC=C(C=C1)C(C1=C(C=C(C=C1C)C)O)C1=C(C=C(C=C1C)C)O